3-hydroxy-1H-pyrazole-5-formic acid OC1=NNC(=C1)C(=O)O